[Na+].C(C)C1=C(C=C(C=C1)C(C)(C)C=1NC2=CC(=CC=C2C1C(=O)[O-])I)N1CCC(CC1)N1CCOCC1 2-(2-(4-Ethyl-3-(4-morpholinopiperidin-1-yl)phenyl)propan-2-yl)-6-iodo-1H-indole-3-carboxylic acid sodium salt